6-[(6Ar,10aR)-1-hydroxy-6,6-dimethyl-3-pentyl-6a,7,8,10a-tetrahydrobenzo[c]chromene-9-carbonyl]oxy-3,4,5-trihydroxyoxane OC1=C2[C@H]3[C@H](C(OC2=CC(=C1)CCCCC)(C)C)CCC(=C3)C(=O)OC3C(C(C(CO3)O)O)O